C(C#C)(=O)NCCOCCOCCC(=O)O 3-(2-(2-propiolamidoethoxy)ethoxy)propanoic Acid